FC1(CS(=O)(=O)C(C1F)(F)F)CF 3,4,5,5-tetrafluoro-3-(fluoromethyl)sulfolane